C(CCCCCC)CO heptyl-carbinol